4-((4-bromo-2,3-dihydro-1H-inden-1-yl)oxy)-2,3,5,6-tetrafluorobenzaldehyde BrC1=C2CCC(C2=CC=C1)OC1=C(C(=C(C=O)C(=C1F)F)F)F